C(C)(C)(C)[Si](C)(C)OCCOC1=C(C=CC=C1)I tert-butyl(2-(2-iodophenoxy)ethoxy)dimethylsilane